2,3-benzimidazolone N1=NC(C2=C1C=CC=C2)=O